9,10-bis(2-methoxyethoxy)-1,2,3,4-tetrahydroanthracene COCCOC=1C2=CC=CC=C2C(=C2CCCCC12)OCCOC